((2R,4S,5S)-5-cyclobutoxy-4-hydroxytetrahydro-2H-pyran-2-yl)((S)-1-(4-fluorophenyl)-3,4-dihydroisoquinolin-2(1H)-yl)methanone C1(CCC1)O[C@@H]1[C@H](C[C@@H](OC1)C(=O)N1[C@H](C2=CC=CC=C2CC1)C1=CC=C(C=C1)F)O